butyl {[(1r,4r)-4-{6-[1-(2,2-difluoroethyl)-1H-pyrazol-4-yl]-2H-indazol-2-yl}cyclohexyl]methyl}carbamate FC(CN1N=CC(=C1)C=1C=CC2=CN(N=C2C1)C1CCC(CC1)CNC(OCCCC)=O)F